OC\C=C/CN1N=C(N=C1)C(=O)NCCO (Z)-1-(4-hydroxybut-2-ene-1-yl)-N-(2-hydroxyethyl)-1H-1,2,4-triazole-3-carboxamide